(phosphonomethyl) nitrate [N+](=O)(OCP(=O)(O)O)[O-]